tert-butyl (S and R)-2-((S)-1-(4-fluorophenyl)-1,2,3,4-tetrahydroisoquinoline-2-carbonyl)-6-oxa-2,9-diazaspiro[4.5]decane-9-carboxylate FC1=CC=C(C=C1)[C@@H]1N(CCC2=CC=CC=C12)C(=O)N1C[C@]2(CC1)OCCN(C2)C(=O)OC(C)(C)C |&1:21|